8-aminoguanine NC1=NC=2N=C(NC(C2N1)=O)N